(5aR,6S,6aS)-tert-butyl 3-chloro-5,5a,6,6a-tetrahydrocyclopropa[4,5]cyclopenta[1,2-c]pyridine-6-carboxylate ClC1=CC2=C(C=N1)[C@H]1[C@@H](C2)[C@@H]1C(=O)OC(C)(C)C